1-(3-chloro-5-fluorophenyl)-3-(3-chloro-5-trifluorometh-oxyphenyl)urea ClC=1C=C(C=C(C1)F)NC(=O)NC1=CC(=CC(=C1)OC(F)(F)F)Cl